CP(OC1=C(C=C(C=C1)C(C)(C)C)C(C)(C)C)(OC1=C(C=C(C=C1)C(C)(C)C)C(C)(C)C)([O-])C bis(2,4-di-tert-butylphenyl) dimethylphosphite